ethyl (3S)-4-chloro-3-(1-ethoxyethyloxy)-butyrate ClC[C@H](CC(=O)OCC)OC(C)OCC